(2S,5R)-2-(N-(2-(1-methylpiperidin-4-yl) acetyl) carbamimidoyl)-7-oxo-1,6-diazabicyclo[3.2.1]octan-6-yl hydrogen sulfate S(=O)(=O)(ON1[C@@H]2CC[C@H](N(C1=O)C2)C(NC(CC2CCN(CC2)C)=O)=N)O